C(C(=C)C)(=O)ON1C(CC(CC1(C)C)=N)(C)C 2,2,6,6-tetramethyl-4-iminopiperidinyl methacrylate